3-fluoro-4-(2-hydroxypropan-2-yl)-N,N-dimethyl-5-(2-methyl-1H-benzimidazol-5-yl)benzamide FC=1C=C(C(=O)N(C)C)C=C(C1C(C)(C)O)C1=CC2=C(NC(=N2)C)C=C1